N[C@@H]1CC(CN(C1)C=1C2=C(N=C(N1)OC[C@]13CCCN3C[C@@H](C1)F)C(=C(N=C2)C2=CC(=CC1=CC=C(C(=C21)C#C)F)O)F)(F)F 4-(4-((R)-5-Amino-3,3-difluoropiperidin-1-yl)-8-fluoro-2-(((2R,7aS)-2-fluorotetrahydro-1H-pyrrolizin-7a(5H)-yl)methoxy)pyrido[4,3-d]pyrimidin-7-yl)-5-ethynyl-6-fluoronaphthalen-2-ol